Ethyl-1-methylimidazoline-2,4-dione C(C)C1C(NC(N1C)=O)=O